N-((2-(difluoromethyl)-4-(4-(trifluoromethyl)phenyl)-4,5,6,7-tetrahydro-2H-pyrazolo[4,3-b]pyridin-6-yl)methyl)acrylamide FC(N1N=C2C(N(CC(C2)CNC(C=C)=O)C2=CC=C(C=C2)C(F)(F)F)=C1)F